BrC=1C=C(C2C(N(C(=N2)C)C2CCN(CC2)C)C1)F 6-bromo-4-fluoro-2-methyl-1-(1-methylpiperidin-4-yl)-3a,7a-dihydro-1H-benzo[d]imidazole